8,10-dimethoxy-4-(4-methoxyphenyl)-6-phenylpyrido[2,1-a]isoquinolin-5-ium trifluoromethanesulfonate FC(S(=O)(=O)[O-])(F)F.COC=1C2=CC(=[N+]3C(=C2C=C(C1)OC)C=CC=C3C3=CC=C(C=C3)OC)C3=CC=CC=C3